2-methyl-4-acetoxy-1-butenal CC(=C=O)CCOC(C)=O